FC1=C(CNC(OC(C)(C)C)=O)C(=CC(=C1)B1OC(C(O1)(C)C)(C)C)F tert-butyl (2,6-difluoro-4-(4,4,5,5-tetramethyl-1,3,2-dioxaborolan-2-yl)benzyl)carbamate